C(C)(C)(C)C1=CC=C(C=C1)N(C(=O)[C@@H]1NCCC1)C(C(=O)NCC(C)(C)OC)C=1C=NC=CC1 (2R)-N-(4-(tert-butyl)phenyl)-N-(2-((2-methoxy-2-methylpropyl)amino)-2-oxo-1-(pyridin-3-yl)ethyl)pyrrolidine-2-carboxamide